(1R,3s)-3-({[(5R)-3-(3,5-difluorophenyl)-5-(trifluoromethyl)-4,5-dihydro-1,2-oxazol-5-yl]carbonyl}amino)cyclopentanecarboxylic acid isopropyl ester C(C)(C)OC(=O)[C@H]1C[C@H](CC1)NC(=O)[C@]1(CC(=NO1)C1=CC(=CC(=C1)F)F)C(F)(F)F